[N+](=O)([O-])C1=CC=C(C=C1)C(CCO)C1=CC=C(C=C1)[N+](=O)[O-] 3,3-bis(4-nitrophenyl)propanol